potassium propyl-silanetriolate C(CC)[Si]([O-])([O-])[O-].[K+].[K+].[K+]